CC(C)[Si](OC1=CC=C(C2=C1C(CO2)(C)C)C)(C(C)C)C(C)C tris(1-methylethyl)[(3,3,7-trimethyl-2,3-dihydro-1-benzofuran-4-yl)oxy]silane